C(C)(C)(C)OC(=O)N1CC2(CC2)C[C@H]1C(=O)O (6S)-5-(tert-Butoxycarbonyl)-5-azaspiro[2.4]heptane-6-carboxylic acid